(E)-2-(4-(4-fluorophenoxy)phenyl)-8-(1-(4,4,4-trifluorobut-2-enoyl)piperidin-4-yl)-5,6,7,8-tetrahydroimidazo[1,2-b]pyridazine-3-carboxamide FC1=CC=C(OC2=CC=C(C=C2)C=2N=C3N(NCCC3C3CCN(CC3)C(\C=C\C(F)(F)F)=O)C2C(=O)N)C=C1